(4-bromophenyl)(4-(4-(3,4-dichloroisothiazol-5-yl)thiazol-2-yl)piperidin-1-yl)methanone BrC1=CC=C(C=C1)C(=O)N1CCC(CC1)C=1SC=C(N1)C1=C(C(=NS1)Cl)Cl